ethyl (6R)-6-[4-[3-(6-methylpyrazin-2-yl)-2-pyridyl]piperazin-1-yl]-2-azaspiro[3.4]octane-2-carboxylate CC1=CN=CC(=N1)C=1C(=NC=CC1)N1CCN(CC1)[C@H]1CC2(CN(C2)C(=O)OCC)CC1